3-(5-((4-(3-((4-((8-cyclopentyl-7-oxo-7,8-dihydropyrido[2,3-d]pyrimidin-2-yl)amino)-piperidin-1-yl)sulfonyl)phenoxy)-piperidin-1-yl)-methyl)-1-oxoisoindolin-2-yl)piperidine-2,6-dione C1(CCCC1)N1C(C=CC2=C1N=C(N=C2)NC2CCN(CC2)S(=O)(=O)C=2C=C(OC1CCN(CC1)CC=1C=C3CN(C(C3=CC1)=O)C1C(NC(CC1)=O)=O)C=CC2)=O